C(C)(C)(C)OC(=O)N1C(N([C@@H](C1)C(N(C)C1=C(C(=C(C=C1)F)Cl)F)=O)C=1N=C(C2=C(N1)SC=C2)C(F)(F)F)=O (S)-4-((3-chloro-2,4-difluorophenyl)(methyl)carbamoyl)-2-oxo-3-(4-(trifluoromethyl)thieno[2,3-d]pyrimidin-2-yl)imidazolidine-1-carboxylic acid tert-butyl ester